2,5-Dimethyl-2,5-di(tert-butylperoxy)hexyn CC(C)(C#CC(C)(OOC(C)(C)C)C)OOC(C)(C)C